(3R)-7-Cyclopropyl-4-oxo-6-[(m-tolyl)methyl]-1-thia-3a-aza-3-indancarboxylic acid C1(CC1)C=1C(=CC(N2[C@@H](CSC12)C(=O)O)=O)CC=1C=C(C=CC1)C